ClC1=C2C=C(N(C2=CC=C1Cl)C)C(=O)N[C@@]1(CNCCC1)C=1C=C(C(=O)OCC)C=CC1 |r| 2-(±)-Ethyl 3-[3-[(4,5-dichloro-1-methyl-indole-2-carbonyl)amino]-3-piperidyl]benzoate